NCC1=NNC(C2=CC=C(C=C12)C1=C(N(N=C1)C)C=1C(=C(C2=CC=CC=C2C1Cl)OC1CC1)C#N)=O (P)-3-[4-[4-(aminomethyl)-1-oxo-2H-phthalazin-6-yl]-2-methyl-pyrazol-3-yl]-4-chloro-1-(cyclopropoxy)naphthalene-2-carbonitrile